(1R,2R,4S)-bicyclo[2.2.1]heptan C12CCC(CC1)C2